OC[C@]1(O)[C@@H](O)[C@@H](O)CO1 α-L-ribulofuranose